2,10,15,20-tetra(4-aminophenyl)porphyrin NC1=CC=C(C=C1)C1=C2NC(=C1)C=C1C=CC(=N1)C(=C1C=CC(N1)=C(C=1C=CC(N1)=C2C2=CC=C(C=C2)N)C2=CC=C(C=C2)N)C2=CC=C(C=C2)N